C(C)(C)N1CCN(CC1)CC1=C(C=C(N)C=C1)C(F)(F)F 4-((4-isopropylpiperazin-1-yl)methyl)-3-(trifluoromethyl)aniline